(R)-7-amino-4-(3-(difluoromethyl)benzyl)-5,6-difluoro-2-methyl-2H-benzo[b][1,4]oxazin-3(4H)-one NC=1C(=C(C2=C(O[C@@H](C(N2CC2=CC(=CC=C2)C(F)F)=O)C)C1)F)F